7-bromo-6-chloro-3,4-dihydroquinazolin-4-one BrC1=C(C=C2C(NC=NC2=C1)=O)Cl